1-butyl-4-butylaminomethylamino-3,5-dipropyl-1,2,4-triazolium (1,1-dimethoxyethyl)ethylphosphinate COC(C)(OC)P([O-])(=O)CC.C(CCC)[N+]=1N=C(N(C1CCC)NCNCCCC)CCC